1-[(5-methylpyridin-3-yl)methyl]-4-piperidone CC=1C=C(C=NC1)CN1CCC(CC1)=O